(4-(oxiran-2-ylmethoxy)naphthalen-1-yl)(4-(4-(2,2,2-trifluoroethoxy)benzyl)piperazin-1-yl)methanone O1C(C1)COC1=CC=C(C2=CC=CC=C12)C(=O)N1CCN(CC1)CC1=CC=C(C=C1)OCC(F)(F)F